methyl-1H-imidazole CN1C=NC=C1